2-(3,3-bis(tert-butoxycarbonyl)-7-fluoro-1,2,3,4-tetrahydronaphthalen-1-yl)acetic acid C(C)(C)(C)OC(=O)C1(CC(C2=CC(=CC=C2C1)F)CC(=O)O)C(=O)OC(C)(C)C